8-((2s,5r)-4-(isoquinolin-4-yl)-2,5-dimethylpiperazin-1-yl)-5-methyl-6-oxo-5,6-dihydro-1,5-naphthyridine-2-carbonitrile C1=NC=C(C2=CC=CC=C12)N1C[C@@H](N(C[C@H]1C)C1=CC(N(C=2C=CC(=NC12)C#N)C)=O)C